2-Methyl-3-(((1R,3s,5S)-3-(4-methylpiperidin-1-yl)-8-azabicyclo[3.2.1]octan-8-yl)sulfonyl)-2,4,6,7-tetrahydropyrano[4,3-c]pyrazole CN1N=C2C(=C1S(=O)(=O)N1[C@H]3CC(C[C@@H]1CC3)N3CCC(CC3)C)COCC2